C(C)OC1=CC=C(C=N1)C1=CN=CC(=N1)C(=O)NOCC=1C=NC=C(C1)OC 6-(6-ethoxypyridin-3-yl)-N-((5-methoxypyridin-3-yl)methoxy)pyrazine-2-carboxamide